C(C)(C)(C)OC(=O)C=1N(C2=CC=CC(=C2C1)NC([C@H](C(C1=CC=C(C=C1)N1C(CN(CC1)CCOCC)=O)N)C(=O)OCC1=CC=CC=2C3=CC=CC=C3CC12)=O)C(=O)OC(C)(C)C (S)-4-(2-fluorenylmethoxycarbonyl-amino-3-(4-(4-(2-ethoxyethyl)-2-oxopiperazin-1-yl)phenyl)propanamido)-1-t-butoxycarbonyl-indole-2-oic acid tert-butyl ester